N1CC=CC=2CC3(C(=CC12)N)CCNCC3 dihydro-5'H-spiro[piperidine-4,6'-quinolin]-7'-amine